CC1=NN(C(C2=CC(=CC=C12)NCCN1CCNCC1)=O)C1C(NC(CC1)=O)=O 3-(4-methyl-1-oxo-7-((2-(piperazine-1-yl)ethyl)amino)phthalazin-2(1H)-yl)piperidine-2,6-dione